6-[8-[[5-(2-amino-2-methylpropoxy)-4,7-difluoro-2,3-dihydro-1H-inden-2-yl]methyl]-2-oxo-1-oxa-3,8-diazaspiro[4.5]decan-3-yl]-4H-pyrazino[2,3-b][1,4]oxazin-3-one NC(COC=1C(=C2CC(CC2=C(C1)F)CN1CCC2(CN(C(O2)=O)C2=NC3=C(OCC(N3)=O)N=C2)CC1)F)(C)C